FC(CC1=CC2=C(N=C(N=C2)NC2CCN(CC2)S(=O)(=O)N)N(C1=O)[C@H]1[C@](CCC1)(C)O)F 4-({6-(2,2-difluoroethyl)-8-[(1R,2R)-2-hydroxy-2-methylcyclopentyl]-7-oxo-7,8-dihydropyrido[2,3-d]pyrimidin-2-yl}amino)piperidine-1-sulfonamide